N1S(C=CC2=C1C=CC=C2)(=O)=O 1H-benzo[c][1,2]thiazine-2,2-dioxide